BrC1=C(C=CC(=C1)[N+](=O)[O-])C1(C(C1)(Br)Br)C 2-bromo-1-(2,2-dibromo-1-methylcyclopropyl)-4-nitrobenzene